2-(6-(4-chloro-3-(difluoromethoxy)phenyl)-3-methyl-2-oxo-2,3-dihydro-1H-imidazo[4,5-b]pyridin-1-yl)acetic acid ClC1=C(C=C(C=C1)C=1C=C2C(=NC1)N(C(N2CC(=O)O)=O)C)OC(F)F